cyano-N-(5-phenyl-1,3,4-thiadiazol-2-yl)acetamide tert-butyl-(R)-(1-(5-bromo-4-methylpyrimidin-2-yl)piperidin-3-yl)carbamate C(C)(C)(C)N(C(O)=O)[C@H]1CN(CCC1)C1=NC=C(C(=N1)C)Br.C(#N)CC(=O)NC=1SC(=NN1)C1=CC=CC=C1